C(C(C)C)N1C(C=CC1=O)=O N-isoButyl-maleimide